ClC=1C=CC(=C(C1)C=1C=C(C=2OCCNC2N1)NC1=CC(=NC=C1)[N+](=O)[O-])F N-[6-(5-chloro-2-fluorophenyl)-2H,3H,4H-pyrido[3,2-b][1,4]oxazin-8-yl]-2-nitropyridin-4-amine